C(C1=CC=CC=C1)O[C@H]1C(O[C@@H]([C@H]1OCC1=CC=CC=C1)COCC1=CC=CC=C1)C1=C(C=C2C(=NC(=NC2=C1)Cl)Cl)F 7-((3S,4R,5R)-3,4-bis(benzyloxy)-5-((benzyloxy)methyl)tetrahydrofuran-2-yl)-2,4-dichloro-6-fluoroquinazoline